COC(=O)C=1N=C(SC1)NCC1OC(OC1)(C)C 2-[(2,2-dimethyl-1,3-dioxolan-4-yl)methylamino]Thiazole-4-carboxylic acid methyl ester